FC1=C(C=CC=C1C(C)(C)O)C(C)=N[S@](=O)C(C)(C)C (R)-N-(1-(2-fluoro-3-(2-hydroxypropan-2-yl)phenyl)ethylidene)-2-methylpropane-2-sulfinamide